6-(4-ethylpiperazin-1-yl)-N-[(3S)-pyrrolidin-3-yl]pyridin-2-amine C(C)N1CCN(CC1)C1=CC=CC(=N1)N[C@@H]1CNCC1